N[C@@H]1C2=CC=CC=C2CC12CCN(CC2)C2=C(N=C1C(=N2)NN=C1N1CCCC2=NC=CC=C12)[C@H](C)O (S)-1-(6-((S)-1-amino-1,3-dihydrospiro[inden-2,4'-piperidin]-1'-yl)-3-(3,4-dihydro-1,5-naphthyridin-1(2H)-yl)-1H-pyrazolo[3,4-b]pyrazin-5-yl)ethan-1-ol